C1(CCC1)N1N=CC=C1C(=O)N[C@@H](C)C1=CC(=NO1)C1=CC(=NC=C1)C(F)(F)F (S)-1-cyclobutyl-N-(1-(3-(2-(trifluoromethyl)pyridin-4-yl)isoxazol-5-yl)ethyl)-1H-pyrazole-5-carboxamide